2-(methoxycarbonyl)-5-(allyloxy)-5-oxopentanoic acid COC(=O)C(C(=O)O)CCC(=O)OCC=C